methyl (4S)-5-((((2R)-1-acetyl-4-(3-(cyclopropylmethoxy)-4-(difluoromethoxy) phenyl) pyrrolidin-2-yl) methyl) amino)-4-((tert-butoxycarbonyl) amino)-5-oxopentanoate C(C)(=O)N1[C@H](CC(C1)C1=CC(=C(C=C1)OC(F)F)OCC1CC1)CNC([C@H](CCC(=O)OC)NC(=O)OC(C)(C)C)=O